tert-butyl N-[1-[4-(2,6-dioxo-3-piperidyl)-2,3-dihydro-1,4-benzoxazin-8-yl]-4-piperidyl]-N-methyl-carbamate O=C1NC(CCC1N1CCOC2=C1C=CC=C2N2CCC(CC2)N(C(OC(C)(C)C)=O)C)=O